BrC1=CC2=C(N=C(N=C2)NC)N(C1=O)C 6-bromo-8-methyl-2-(methylamino)pyrido[2,3-d]pyrimidin-7(8H)-one